BrC1=C(C=CC(=C1)F)C1N=C(NC(=C1C(=O)O[C@@H](C(=O)OC(C)C)C)C)C=1SC=CN1 (R)-1-isopropoxy-1-oxopropan-2-yl 4-(2-bromo-4-fluorophenyl)-6-methyl-2-(thiazol-2-yl)-1,4-dihydropyrimidine-5-carboxylate